N-cyclopropyl-2-(difluoromethoxy)-4-[7-(1-hydroxy-1-methyl-ethyl)imidazo[1,2-a]pyridin-3-yl]-6-methoxy-benzamide C1(CC1)NC(C1=C(C=C(C=C1OC)C1=CN=C2N1C=CC(=C2)C(C)(C)O)OC(F)F)=O